N1(CCCC1)C(=O)[O-] pyrrolidin-1-carboxylate